C(#C)C1=CC(=C(C=C1)[C@H](C)NC(OC(C)(C)C)=O)OCCO (S)-tert-butyl (1-(4-ethynyl-2-(2-hydroxyethoxy)phenyl)ethyl)carbamate